C(C)OCOC1=CC(=CC=C1)F 1-(ethoxymethoxy)-3-fluorobenzene